bis(trichloromethyloxy)-triazine ClC(OC1=CC(=NN=N1)OC(Cl)(Cl)Cl)(Cl)Cl